CC1=CN(C2=NC=CC(=C21)OC=2C=C(C=CC2)C(CNC(OC(C)(C)C)=O)CC(NCCC2=CC=NC=C2)=O)COCC[Si](C)(C)C tert-Butyl (2-(3-((3-methyl-1-((2-(trimethylsilyl)ethoxy)methyl)-1H-pyrrolo[2,3-b]pyridin-4-yl)oxy)phenyl)-4-oxo-4-((2-(pyridin-4-yl)ethyl)amino)butyl)carbamate